(±)-7-((5-((dimethylamino)methyl)pyridin-2-yl)amino)-5-((3-((methylsulfinyl)methyl)-4-(pyrrolidin-1-yl)phenyl)amino)pyrazolo[1,5-a]pyrimidine-3-carbonitrile CN(C)CC=1C=CC(=NC1)NC1=CC(=NC=2N1N=CC2C#N)NC2=CC(=C(C=C2)N2CCCC2)C[S@](=O)C |r|